2,6-dibromo-4-(4-(tert-butoxycarbonyl)piperazine-1-carbonyl)phenyl acridine-9-carboxylate C1=CC=CC2=NC3=CC=CC=C3C(=C12)C(=O)OC1=C(C=C(C=C1Br)C(=O)N1CCN(CC1)C(=O)OC(C)(C)C)Br